3-(3-((4-(piperidin-1-ylmethyl)benzyl)amino)phenyl)piperidine-2,6-dione N1(CCCCC1)CC1=CC=C(CNC=2C=C(C=CC2)C2C(NC(CC2)=O)=O)C=C1